ClC=1C=C(C=CC1F)C=1C=CN2C1C(N(C=C2)CC(=O)N2CC(C2)(C2=CC=CC=C2)F)=O 8-(3-chloro-4-fluorophenyl)-2-(2-(3-fluoro-3-phenylazetidin-1-yl)-2-oxoethyl)pyrrolo[1,2-a]pyrazin-1(2H)-one